2-bromo-4-methoxy-aniline BrC1=C(N)C=CC(=C1)OC